CS(=O)(=O)C=1C=C(CNC2=NC=C(C=N2)C(=O)O)C=C(C1)OC(F)(F)F 2-((3-(methylsulfonyl)-5-(trifluoromethoxy)benzyl)amino)pyrimidine-5-carboxylic acid